BrC1=CC(=C(C=C1)N1C2=CC=CC=C2OC=2C=CC=CC12)C 10-(4-bromo-2-methylphenyl)phenoxazine